NC=1C2=C(N=CN1)N(C(=C2C2=CC(=C(C=C2)OC2=NC=CC(=N2)C)F)C2=C(C=C(C=C2)NC(C(=C)C)=O)CC)C N-(4-(4-amino-5-(3-fluoro-4-(4-methylpyrimidin-2-yloxy)phenyl)-7-methyl-7H-pyrrolo[2,3-d]pyrimidin-6-yl)-3-ethylphenyl)methacrylamide